(1R,2S,5R)-N-(2-(4-(2-aminoacetyl)piperazin-1-yl)benzyl)-2-isopropyl-5-methylcyclohexanecarboxamide dihydrochloride Cl.Cl.NCC(=O)N1CCN(CC1)C1=C(CNC(=O)[C@H]2[C@@H](CC[C@H](C2)C)C(C)C)C=CC=C1